O=C1C=2C=CC(=CC2CCC1)C(=O)N 5-oxo-5,6,7,8-tetrahydronaphthalene-2-carboxamide